3,4-Hexandiol CCC(C(CC)O)O